C(C)(C)(C)OC(=O)N1C[C@@H](C[C@@H]1COC)C(=O)O (3r,5r)-1-(tert-butoxycarbonyl)-5-(methoxymethyl)pyrrolidine-3-carboxylic acid